6-(difluoromethyl)pyridazine-3-carboxylic acid FC(C1=CC=C(N=N1)C(=O)O)F